Cl.Cl.C1(CCC1)N[C@H]1[C@@H](C1)C=1C=C(SC1)C(=O)NC=1SC(=NN1)C 4-((1S,2R)-2-(cyclobutylamino)cyclopropyl)-N-(5-methyl-1,3,4-thiadiazol-2-yl)thiophene-2-carboxamide Dihydrochloride